B(=O)OB=O boron trioxide